5-chloro-N-[(10aS)-7-oxo-7,8,10a,11-tetrahydro-5H,10H-[1,4]oxazino[3,4-c]pyrido[3,2-f][1,4]oxazepin-3-yl]-2-(trifluoromethoxy)benzene-1-sulfonamide ClC=1C=CC(=C(C1)S(=O)(=O)NC1=CC=2CN3[C@H](COC2N=C1)COCC3=O)OC(F)(F)F